FC1=C(C(=CC=C1)F)C(C(=O)OC)N1C[C@H](N([C@H](C1)C(NCC1=CC=C(C=C1)C1=NC=CC=N1)=O)C(C(C)C)=O)C methyl 2-(2,6-difluorophenyl)-2-((3R,5R)-4-isobutyryl-3-methyl-5-((4-(pyrimidin-2-yl)benzyl)carbamoyl)piperazin-1-yl)acetate